4-(dibromomethyl)benzene BrC(C1=CC=CC=C1)Br